FC1([C@@H](C1)C1=NNC(=C1)NC([C@@H](C)C=1C=NN(C1)C1=CC(=CC(=C1)F)F)=O)F (S)-N-(3-((S)-2,2-difluorocyclopropyl)-1H-pyrazol-5-yl)-2-(1-(3,5-difluorophenyl)-1H-pyrazol-4-yl)propanamide